7-bromo-5-fluoroisoquinoline BrC1=CC(=C2C=CN=CC2=C1)F